6-[4-(1H-indol-5-yloxy)piperidin-1-yl]-5-methyl-N-(pyridin-4-ylmethyl)pyridazine-3-carboxamide N1C=CC2=CC(=CC=C12)OC1CCN(CC1)C1=C(C=C(N=N1)C(=O)NCC1=CC=NC=C1)C